BrC1=CC=C(C=C1)N1C[C@@H]2COC(CN2CC1)(C)C (R)-8-(4-bromophenyl)-3,3-dimethyl-octahydropyrazino[2,1-c][1,4]oxazine